5-iodo-2-(methylthio)-3H-pyrimidin-4-one IC=1C(NC(=NC1)SC)=O